3,5-Dimethyl-4-heptylphenol CC=1C=C(C=C(C1CCCCCCC)C)O